(2S,5R)-5-[[2-(4-chlorophenoxy)acetyl]amino]-N-[(1S)-1-(4-chlorophenyl)ethyl]tetrahydropyran-2-carboxamide ClC1=CC=C(OCC(=O)N[C@@H]2CC[C@H](OC2)C(=O)N[C@@H](C)C2=CC=C(C=C2)Cl)C=C1